COC1=NC=2N(C=C1)C(NN2)=S 7-methoxy-2H-[1,2,4]triazolo[4,3-a]pyrimidine-3-thione